NCCC(OCC)OCC 1-amino-3,3-diethoxypropane